5-Bromobenzo[d]thiazole-2-thiol BrC=1C=CC2=C(N=C(S2)S)C1